tert-butyl 6-[4-(2,6-dioxo-3-piperidinyl) phenyl]-2,6-diazaspiro[3.3]heptane-2-carboxylate O=C1NC(CCC1C1=CC=C(C=C1)N1CC2(CN(C2)C(=O)OC(C)(C)C)C1)=O